FC(C=1C=CC(=NC1)CC1CCC2(CN(C2)C(=O)N2C[C@H](CC2)C(=O)N)CC1)(F)F (3S)-1-[7-[[5-(trifluoromethyl)-2-pyridinyl]methyl]-2-azaspiro[3.5]nonane-2-carbonyl]pyrrolidine-3-carboxamide